C(C)(CC)C1CC(CCC1)NC(=O)C1=CC(=CC(=C1)C(=O)NC1CC(CCC1)C(C)CC)C(=O)NC1CC(CCC1)C(C)CC 1,3,5-benzenetricarboxylic acid tris(3-sec-butylcyclohexylamide)